2-[2-(2-{5'-fluoro-1'-methyl-3-[methyl(phenyl)amino]-1H,1'H-[4,6'-biindazol]-1-yl}acetamido)acetamido]acetic acid FC=1C=C2C=NN(C2=CC1C=1C=2C(=NN(C2C=CC1)CC(=O)NCC(=O)NCC(=O)O)N(C1=CC=CC=C1)C)C